9-[(S)-4-(2,3-Dihydro-benzo[1,4]dioxin-2-yl)-benzyl]-2-methyl-2,9-diaza-spiro[5.5]undecan-1-one O1[C@H](COC2=C1C=CC=C2)C2=CC=C(CN1CCC3(CCCN(C3=O)C)CC1)C=C2